N-(4-(4-amino-5-(4-(((ethyl(methyl)amino)(oxo)(trifluoromethyl)-λ6-sulfanylidene)amino)-3-fluorophenyl)-7-methyl-7H-pyrrolo[2,3-d]pyrimidin-6-yl)phenyl)methacrylamide NC=1C2=C(N=CN1)N(C(=C2C2=CC(=C(C=C2)N=S(C(F)(F)F)(=O)N(C)CC)F)C2=CC=C(C=C2)NC(C(=C)C)=O)C